ClC[C@]1(O[C@@H]2[C@H](O)[C@@H](O)[C@H]([C@H](O2)CCl)Cl)[C@@H](O)[C@H](O)[C@H](O1)CCl 4,6-dichloro-4,6-dideoxy-alpha-D-galacto-pyranosyl 1,6-dichloro-1,6-dideoxy-beta-D-fructofuranoside